di(2-hydroxyethyl) sulfone OCCS(=O)(=O)CCO